6-phenyl-2-azaspiro[3.3]Heptane trifluoroacetate salt FC(C(=O)O)(F)F.C1(=CC=CC=C1)C1CC2(CNC2)C1